C(C)(C)(C)OC(=O)NCCCOCC(=O)OCC ethyl 2-(3-{[(tert-butoxy)carbonyl]amino}propoxy)acetate